C(C)(C)(C)C=1C(=C(C=C(C1)CC)N1N=C2C(=N1)C=CC(=C2)Cl)O 2-(3-tert-butyl-2-hydroxy-5-ethylphenyl)-5-chloro-2H-benzotriazole